7-(tert-butoxymethyl)-9-(trifluoromethyl)-4H-pyrido[1,2-a]pyrimidin-4-one C(C)(C)(C)OCC=1C=C(C=2N(C(C=CN2)=O)C1)C(F)(F)F